N-(5-(2-aminothiazol-4-yl)-2-methoxyphenyl)-5-(dimethylamino)naphthalene-1-sulfonamide NC=1SC=C(N1)C=1C=CC(=C(C1)NS(=O)(=O)C1=CC=CC2=C(C=CC=C12)N(C)C)OC